NC=1C=2N(C=CN1)C(=NC2C2=CC=C(C=C2)C(NC2=NC=CC=C2)=O)[C@H]2N(CCC2)C(=O)OCC2=CC=CC=C2 (S)-Benzyl 2-(8-amino-1-(4-(pyridin-2-ylcarbamoyl)phenyl)imidazo[1,5-a]pyrazin-3-yl)pyrrolidine-1-carboxylate